3-(2-(Dimethylamino)ethyl)-1H-indol-4-yl L-lysinate trihydrochloride Cl.Cl.Cl.N[C@@H](CCCCN)C(=O)OC1=C2C(=CNC2=CC=C1)CCN(C)C